CN1N=C(N=C1)C(=O)N 1-methyl-1H-[1,2,4]triazole-3-carboxylic acid amide